2,3,4,5-tetrahydro-1,4-benzothiazepine 1,1-dioxide S1(CCNCC2=C1C=CC=C2)(=O)=O